rac-cis-N-methyl-3-(6-(1-methyl-1H-pyrazol-4-yl)pyrazolo[1,5-a]pyrazin-4-yl)cyclohexane-1-amine hydrochloride Cl.CN[C@@H]1C[C@@H](CCC1)C=1C=2N(C=C(N1)C=1C=NN(C1)C)N=CC2 |r|